P(Cl)(Cl)Cl.N1C=CC=C1.N1C=CC=C1 dipyrrole phosphorus chloride